C(C)OC(C(CCCC=C)(C)C)=O 2,2-dimethyl-6-heptenoic acid ethyl ester